FC(C=1C=C(C=C(C1)C(F)(F)F)C#C)(F)F 3,5-bistrifluoromethylphenylacetylene